CC12C(CCCC1)O2 epoxymethylcyclohexane